rac-tert-butyl 3-acetyl-3-fluoropyrrolidine-1-carboxylate C(C)(=O)[C@@]1(CN(CC1)C(=O)OC(C)(C)C)F |r|